N-[(3-bromo-2-hydroxyphenyl)methyl]carbamic acid tert-butyl ester C(C)(C)(C)OC(NCC1=C(C(=CC=C1)Br)O)=O